N-{3-[2-(4-chloro-3-fluorophenoxy)acetamido]bicyclo[1.1.1]pentan-1-yl}-4-oxo-7-(trifluoromethyl)-4H-1-benzopyran-2-carboxamide ClC1=C(C=C(OCC(=O)NC23CC(C2)(C3)NC(=O)C=3OC2=C(C(C3)=O)C=CC(=C2)C(F)(F)F)C=C1)F